2-(4-chloro-3-fluorophenoxy)-N-{(3R,6S)-6-[3-(4-chlorophenoxy)azetidine-1-carbonyl]oxan-3-yl}acetamide ClC1=C(C=C(OCC(=O)N[C@H]2CO[C@@H](CC2)C(=O)N2CC(C2)OC2=CC=C(C=C2)Cl)C=C1)F